[N+](=O)([O-])[O-].[Zr+4].ClC1=CC=C(C=C1)C1=N[C@H](C2=C(C3=C1C=CC=C3)C(=NO2)C)CC(=O)N.[N+](=O)([O-])[O-].[N+](=O)([O-])[O-].[N+](=O)([O-])[O-] 2-((4S)-6-(4-chlorophenyl)-1-methyl-4H-benzo[c]isoxazolo[4,5-e]azepin-4-yl)acetamide Zirconium(IV) nitrate